[Si](C)(C)(C(C)(C)C)O[C@H]1C[C@@H](OC1(CO)CO)N1C(NC(C=C1)=O)=O 1-[(2R,4S)-4-[(tert-butyldimethylsilyl)oxy]-5,5-bis(hydroxymethyl)oxolan-2-yl]-3H-pyrimidine-2,4-dione